C(C)(C)(C)C=1C=C(C=C(C1O)C(C)(C)C)C(C(=O)O)=C (3,5-di-tertiary butyl-4-hydroxyphenyl)acrylic acid